3-(1,3-dimethyl-1H-indazol-5-yl)-N-((6-methoxypyridin-3-yl)methyl)-2,5-dimethylpyrazolo[1,5-a]pyrimidin-7-amine CN1N=C(C2=CC(=CC=C12)C=1C(=NN2C1N=C(C=C2NCC=2C=NC(=CC2)OC)C)C)C